ethyl 3-[(tert-butoxycarbonylamino)methyl]-1-(2-trimethylsilylethoxymethyl)pyrazolo[3,4-b]pyridine-4-carboxylate C(C)(C)(C)OC(=O)NCC1=NN(C=2N=CC=C(C21)C(=O)OCC)COCC[Si](C)(C)C